3-((Adamantan-1-yloxy)(2-carboxy-3-phenylpropyl)phosphoryl)-2-benzylpropionic acid C12(CC3CC(CC(C1)C3)C2)OP(=O)(CC(CC2=CC=CC=C2)C(=O)O)CC(C(=O)O)CC2=CC=CC=C2